N1CC(C1)C(C)N1C[C@H]2N(C(C1)=O)C[C@H](C2)C2=C(C(=CC=C2O)Cl)Cl (7R,8aS)-2-[1-(azetidin-3-yl)ethyl]-7-(2,3-dichloro-6-hydroxyphenyl)-hexahydropyrrolo[1,2-a]pyrazin-4-one